tin sulphotelluride S(=O)(=O)(O)[Te]S(=O)(=O)O.[Sn]